5-chloro-N-(2,4-difluoro-3-(2-(methylsulfinyl)-[1,2,4]triazolo[4',3':1,6]pyrido[2,3-d]pyrimidin-6-yl)phenyl)-2-methoxypyridine ClC=1C=CC(N(C1)C1=C(C(=C(C=C1)F)C1=CC2=C(N=C(N=C2)S(=O)C)N2C1=NN=C2)F)OC